O=C1N(C(C2=CC=CC=C12)=O)C1COC(OC1)C1(COC1)CN(C1=CC=C(C#N)C=C1)CC1=CC(=C(C=C1)OC)F 4-(((3-((2r,5r)-5-(1,3-dioxoisoindolin-2-yl)-1,3-dioxan-2-yl)oxetan-3-yl)methyl)(3-fluoro-4-methoxybenzyl)amino)benzonitrile